NCC1=NN(C2=NC=CC(=C21)CN(C)C)C2=CC=C(C=C2)OC(F)(F)F 1-(3-(aminomethyl)-1-(4-(trifluoromethoxy)phenyl)-1H-pyrazolo[3,4-b]pyridin-4-yl)-N,N-dimethylmethylamine